FC1=C(C=CC=C1)C1=NC2=CC=C(C=C2C(=C1)C(=O)O)F 2-(2-fluorophenyl)-6-fluoro-quinoline-4-carboxylic acid